[(1R)-1-[5-[[(2R)-2-[[4-[[5-chloro-4-[6-[(4-cyanotetrahydropyran-4-yl)methylamino]-2-pyridyl]-2-pyridyl]amino]cyclohexyl]amino]propoxy]methyl]tetrazol-1-yl]ethyl]ethyl carbonate C(OCC[C@@H](C)N1N=NN=C1COC[C@@H](C)NC1CCC(CC1)NC1=NC=C(C(=C1)C1=NC(=CC=C1)NCC1(CCOCC1)C#N)Cl)([O-])=O